[2-[(2R,6R)-2-methyl-6-phenyl-1-piperidyl]-2-oxo-acetyl]oxysodium C[C@H]1N([C@H](CCC1)C1=CC=CC=C1)C(C(=O)O[Na])=O